C(#N)C=1C=C(CNCCCCOCCOC2=NC3=C(C4=CN=CC=C24)C=CC=C3)C=CC1C1CC1 5-(2-(4-((3-cyano-4-cyclopropyl-benzyl)amino)butoxy)ethoxy)benzo[c][2,6]naphthyridine